5-(2-chloro-6-fluorobenzyl)-4-((4,4-difluorocyclohexyl)methyl)-2-ethyl-2,4-dihydro-3H-1,2,4-triazol-3-one ClC1=C(CC=2N(C(N(N2)CC)=O)CC2CCC(CC2)(F)F)C(=CC=C1)F